NC1=C(C=CC=C1F)NC([C@H](C)NC(OC(C)(C)C)=O)=O tert-butyl (S)-(1-((2-amino-3-fluorophenyl)amino)-1-oxopropan-2-yl)carbamate